N[C@@H]1[C@H](C[C@](CC1)(C)O)CC=1C=C2CN(C(C2=CC1)=O)C1C(NC(CC1)=O)=O 3-(5-(((1s,2s,5r)-2-amino-5-hydroxy-5-methylcyclohexyl)methyl)-1-oxoisoindolin-2-yl)piperidine-2,6-dione